4-amino-N-((5-chloropyrazin-2-yl)methyl)-N-methoxy-1-methyl-1H-pyrazolo[4,3-c]quinoline-8-carboxamide NC1=NC=2C=CC(=CC2C2=C1C=NN2C)C(=O)N(OC)CC2=NC=C(N=C2)Cl